N-((7R)-2-cyano-2-azabicyclo[2.2.1]heptan-7-yl)-5-(2-(phenylamino)phenyl)-1H-pyrazole-3-carboxamide C(#N)N1C2CCC(C1)[C@H]2NC(=O)C2=NNC(=C2)C2=C(C=CC=C2)NC2=CC=CC=C2